N-((1-(4-cyanophenyl)-1,2,3,4-tetrahydroquinolin-3-yl)methyl)propionamide C(#N)C1=CC=C(C=C1)N1CC(CC2=CC=CC=C12)CNC(CC)=O